C(#N)C=C1CN(C1)C1=CC(=C(C(=O)N[C@H](C(F)(F)F)C)C=C1F)F 4-[3-(Cyanomethylene)azetidin-1-yl]-2,5-difluoro-N-[(1S)-2,2,2-trifluoro-1-methylethyl]benzamide